methyl (S)-3-(6-bromo-4-methoxypyridin-2-yl)-2-((tert-butoxycarbonyl)amino)propanoate BrC1=CC(=CC(=N1)C[C@@H](C(=O)OC)NC(=O)OC(C)(C)C)OC